1,4,5-trimethyl-6-oxo-1,6-dihydropyridine CN1C=CC(=C(C1=O)C)C